CC1=CC=CC(=N1)C1=NC=CC(=N1)NC1=NC(=NC=C1)NC=1C=CC(=NC1)C(=O)OC1CCNCC1 4-piperidyl 5-[[4-[[2-(6-methyl-2-pyridyl)pyrimidin-4-yl]amino]pyrimidin-2-yl]amino]pyridine-2-carboxylate